(S)-4-((2-cyanophenyl)thio)-6-(1-(5,5-dimethylpyrrolidin-3-yl)-1H-pyrazol-4-yl)pyrazolo[1,5-a]pyridine-3-carbonitrile C(#N)C1=C(C=CC=C1)SC=1C=2N(C=C(C1)C=1C=NN(C1)[C@@H]1CNC(C1)(C)C)N=CC2C#N